O[C@H]1C[C@H]2[C@H]([C@H]([C@H]3[C@@H]4CC[C@H]([C@@H](CCC(=O)O)C)[C@]4(CC[C@@H]3[C@]2(CC1)C)C)O)CC 3α,7α-di-hydroxy-6α-ethyl-5β-cholanic acid